C(C)C=1C=CC(=C(C1)O)OC 5-Ethyl-2-methoxyphenol